N-(6-(3,4-dihydro-2H-pyran-6-yl)thiazolo[4,5-b]pyridin-2-yl)-4-(2-methoxyphenyl)-6-methylnicotinamide O1CCCC=C1C=1C=C2C(=NC1)N=C(S2)NC(C2=CN=C(C=C2C2=C(C=CC=C2)OC)C)=O